4-(N,N-dimethylaminomethyl)bromobenzene CN(C)CC1=CC=C(C=C1)Br